FC(C1=NN=C(O1)N1C(N(C2=C1C=C(C(=C2)F)S(=O)(=O)NC2(CC2)C)CCF)=O)F 3-[5-(difluoromethyl)-1,3,4-oxadiazol-2-yl]-6-fluoro-1-(2-fluoroethyl)-N-(1-methylcyclopropyl)-2-oxo-benzimidazole-5-sulfonamide